CC=1C=C(C=CC1C)C1CC(C1)N(C(=O)C1CC2(C1)NC(OC2)=O)C N-((1s,3S)-3-(3,4-dimethylphenyl)cyclobutyl)-N-methyl-6-oxo-7-oxa-5-azaspiro[3.4]octane-2-carboxamide